N1N=NN=C1C1=CC2=C(C(=CO2)C(=O)OCC)C=C1 Ethyl 6-(1H-Tetrazol-5-Yl)Benzofuran-3-Carboxylate